C(C(C)C)N1C2CC(CC1CC2)O 8-isobutyl-8-azabicyclo[3.2.1]octan-3-ol